ClC1=C2N=C(N(C2=NC(=N1)C#CCCCCCC)[C@@H]1OCC[C@H]1O)C=1SC=CC1 (2R,3R)-2-(6-chloro-2-(oct-1-yn-1-yl)-8-(thiophen-2-yl)-9H-purin-9-yl)tetrahydrofuran-3-ol